(S)-2-(8-((2-chloroethoxy)carbonylamino)dibenzo[b,d]furan-3-sulfonamido)-3-methyl-butanoic acid ClCCOC(=O)NC=1C=CC2=C(C3=C(O2)C=C(C=C3)S(=O)(=O)N[C@H](C(=O)O)C(C)C)C1